tert-butyl 4-(((2-(2,6-dioxopiperidin-3-yl)-1,3-dioxoisoindolin-4-yl)amino)methyl)piperidine-1-carboxylate O=C1NC(CCC1N1C(C2=CC=CC(=C2C1=O)NCC1CCN(CC1)C(=O)OC(C)(C)C)=O)=O